C1(CC1)N1CC2C(C1)CN(C2)C2=C(C=C(C(=C2)OC)C2=NC=C1C=C(C=3N(C1=C2)C=CN3)C3=C(C(=CC(=C3Cl)OC)OC)Cl)NC(C=C)=O N-(2-(5-cyclopropylhexahydropyrrolo[3,4-c]pyrrol-2(1H)-yl)-5-(4-(2,6-dichloro-3,5-dimethoxyphenyl)imidazo[1,2-a][1,6]naphthyridin-8-yl)-4-methoxyphenyl)acrylamide